(S)-N-((S,E)-4-((4-bromopyridin-2-yl)oxy)pentylidene)-2-methylpropane-2-sulfinamide BrC1=CC(=NC=C1)O[C@H](CC\C=N\[S@@](=O)C(C)(C)C)C